CC1=C(OC=2C(=CC(N(C2)C)=O)C=2C3=C(C(N(C2)C)=O)NC(=C3)C3=CC=CC=C3)C(=CC=C1)C 4-(5-(2,6-dimethylphenoxy)-1-methyl-2-oxo-1,2-dihydropyridin-4-yl)-6-methyl-2-phenyl-1,6-dihydro-7H-pyrrolo[2,3-c]pyridin-7-one